2-amino-9-((2r,3r,5s)-3-hydroxy-5-(1-hydroxycyclopropyl)tetrahydrofuran-2-yl)-7-(prop-2-yn-1-yl)-7,9-dihydro-1H-purine-6,8-dione NC=1NC(C=2N(C(N(C2N1)[C@@H]1O[C@@H](C[C@H]1O)C1(CC1)O)=O)CC#C)=O